ClC=1C=NC(=C(C(=O)NC2CCC(CC2)CN2C(N(C3=C2C=CC=C3)C3=CC2=C(N(C(N2C)=O)C)C=C3)=O)C1)C 5-chloro-N-((1r,4r)-4-((1',3'-dimethyl-2,2'-dioxo-2',3'-dihydro-1'H-[1,5'-bibenzo[d]imidazol]-3(2H)-yl)methyl)cyclohexyl)-2-methylnicotinamide